trioctyl-(4-vinylbenzyl)phosphonium tetrafluoroborate F[B-](F)(F)F.C(CCCCCCC)[P+](CC1=CC=C(C=C1)C=C)(CCCCCCCC)CCCCCCCC